didecylmethyl(3-trimethoxysilylpropyl)ammonium chloride [Cl-].C(CCCCCCCCC)[N+](CCC[Si](OC)(OC)OC)(C)CCCCCCCCCC